N-[(1s,3s)-3-{[5-(1,3-oxazol-2-yl)-1H-pyrrolo[2,3-b]pyridin-4-yl]amino}cyclobutyl]propane-1-sulfonamide O1C(=NC=C1)C=1C(=C2C(=NC1)NC=C2)NC2CC(C2)NS(=O)(=O)CCC